C(C1=CC=CC=C1)(C1=CC=CC=C1)(C1=CC=CC=C1)N1N=C(N=N1)C(=O)OCC ethyl 2-trityl-2H-tetrazole-5-carboxylate